lithium cyanosulfide C(#N)SC#N.[Li]